6-(2-methoxyphenyl)-2-(pyridin-2-yl)-5,6,7,8-tetrahydrophthalazin-1(2H)-one COC1=C(C=CC=C1)C1CC=2C=NN(C(C2CC1)=O)C1=NC=CC=C1